ClC1=NC2=NC=CC=C2C(=C1[N+](=O)[O-])NCC1=CC=C(C=C1)CN1CCCC1 2-chloro-3-nitro-N-((4-((pyrrolidin-1-yl)methyl)phenyl)methyl)-1,8-naphthyridin-4-amine